iso-propyl-tris(dimethylamino)tin C(C)(C)[Sn](N(C)C)(N(C)C)N(C)C